2-(2,4-dimethyl-3-cyclohexen-1-yl)-5-methyl-5-(1-methylpropyl)-1,3-dioxan CC1C(CCC(=C1)C)C1OCC(CO1)(C(CC)C)C